C(C)OC(=O)C1C(N(CCC1C1=CC(=CC=C1)OCCOC)C(=O)OC(C)(C)C)C (+/-)-(cis)-4-(3-(2-methoxyethoxy)phenyl)-2-methylpiperidine-1,3-dicarboxylic acid 1-tert-butyl 3-ethyl ester